ClC=1C=C(C(=NC1)OC(F)F)C1=NN=C(N1C)C1=C(C=NC=C1)F 5-chloro-2-(difluoromethoxy)-3-(5-(3-fluoropyridin-4-yl)-4-methyl-4H-1,2,4-triazol-3-yl)pyridine